FC=1C(=NC=C(C1)C1CC(CC1)C)N 3-fluoro-5-(3-methylcyclopentyl)pyridin-2-amine